N1,N2-diallyl-N2-dichloroacetyl-glycinamide C(C=C)NC(CN(C(C(Cl)Cl)=O)CC=C)=O